N-(4-chlorophenyl)-α-allylglycine ethyl ester C(C)OC(C(NC1=CC=C(C=C1)Cl)CC=C)=O